F[C@@H]1CN(CC[C@@H]1O)C(=O)OC(C)(C)C Cis-tert-butyl 3-fluoro-4-hydroxypiperidin-1-carboxylate